1-[3-(2-methoxy-2-methylpropoxy)pyridin-4-yl]methanamine COC(COC=1C=NC=CC1CN)(C)C